FC1=C(C(=C(C(=C1[B-](C1=C(C(=C(C(=C1F)F)F)F)F)(C1=C(C(=C(C(=C1F)F)F)F)F)C1=C(C(=C(C(=C1F)F)F)F)F)F)F)F)F.ClC=1C=C(C(=O)C2=CC=C(C=C2)SC2=CC=C(C=C2)[S+](C2=CC=C(C=C2)F)C2=CC=C(C=C2)F)C=CC1 4-[4-(3-chlorobenzoyl)phenylthio]phenylbis(4-fluorophenyl)sulfonium tetrakis(pentafluorophenyl)borate